CC1=CC=C(C=N1)/C=C/C=O (E)-3-(6-methyl-3-pyridyl)prop-2-enal